C(C1=CC=CC=C1)C=1N(C(=CC1C=1SC=C(N1)C(=O)O)C1=CC(=CC=C1)C#CC1CCC1)CC1=CC(=C(C=C1)S(N)(=O)=O)F 2-(2-benzyl-5-(3-(cyclobutylethynyl)phenyl)-1-(3-fluoro-4-sulfamoylbenzyl)-1H-pyrrol-3-yl)thiazole-4-carboxylic acid